ClC=1C(N(N=CC1NC[C@@]1(COCCC1)F)C1CCN(CC1)S(=O)(=O)C1=NC(=CC=C1OC(F)F)CC)=O (S)-4-chloro-2-(1-((3-(difluoromethoxy)-6-ethylpyridin-2-yl)sulfonyl)piperidin-4-yl)-5-(((3-fluorotetrahydro-2H-pyran-3-yl)methyl)amino)pyridazin-3(2H)-one